(2S)-N-[(R)-phenyl-[(3R)-1,2,3,4-tetrahydropyrido[2,3-b]pyrazin-3-yl]methyl]-2-[6-(trifluoromethyl)-3-pyridyl]propan-1-amine C1(=CC=CC=C1)[C@@H](NC[C@@H](C)C=1C=NC(=CC1)C(F)(F)F)[C@H]1CNC2=C(N1)N=CC=C2